tert-butyl (4-(2,5-difluorophenyl)-6-(6-(trifluoromethyl)cyclohex-1-en-1-yl)pyrimidin-5-yl)carbamate FC1=C(C=C(C=C1)F)C1=NC=NC(=C1NC(OC(C)(C)C)=O)C1=CCCCC1C(F)(F)F